C(C)(C)(C)OC(=O)N[C@H](C(=O)OCC#N)CC=1SC=C(N1)C=1OC=C(N1)C(N)=O cyanomethyl (S)-2-((tert-butoxycarbonyl)amino)-3-(4-(4-carbamoyloxazol-2-yl)thiazol-2-yl)propanoate